C(C)(C)(C)OC(=O)N1[C@H]([C@H](OCC1)CO)C (2s,3s)-2-(hydroxymethyl)-3-methylmorpholine-4-carboxylic acid tert-butyl ester